2,3-dichloro-1-(1-methylcyclopropoxy)-4-nitro-benzene ClC1=C(C=CC(=C1Cl)[N+](=O)[O-])OC1(CC1)C